CS(=O)(=O)[O-].C(CCCCCCCCCC)[N+]1=CC=C(C=C1)CCCC 1-Undecyl-4-butylpyridinium methanesulfonate